C(CCC)C1N(S(C2=C(N(C1)C1=CC=CC=C1)C=C(C(=C2)B2OC(C(O2)(C)C)(C)C)SC)(=O)=O)C 3-butyl-2-methyl-7-(methylthio)-5-phenyl-8-(4,4,5,5-tetramethyl-1,3,2-dioxaborolan-2-yl)-2,3,4,5-tetrahydrobenzo[f][1,2,5]thiadiazepine 1,1-dioxide